OCC1=C(N[C@H](C)C=2C=C(C=C3C(C(=C(OC23)C2=CC=CC=C2)C)=O)C)C=CC=C1 8-[(1R)-1-[2-(hydroxymethyl)anilino]ethyl]-3,6-dimethyl-2-phenyl-chromen-4-one